C(C)(C)(C)OC(=O)N[C@@H]1CN(C[C@@H]1C=O)C(=O)OCC1=CC=CC=C1 benzyl (3S,4S)-3-((tert-butoxycarbonyl)amino)-4-formylpyrrolidine-1-carboxylate